ClC=1C(=NC=C(C1)C(F)(F)F)N1C(SC2=C1C=CC(=C2)F)=O 3-(3-chloro-5-(trifluoromethyl)pyridin-2-yl)-6-fluoro-benzothiazole-2(3H)-one